(S)-methyl 2-(4-(6-((4-chloro-2-fluorobenzyl)oxy)pyridin-2-yl)-3-fluorobenzyl)-1-((tetrahydrofuran-2-yl)methyl)-1H-benzo[d]imidazole-6-carboxylate ClC1=CC(=C(COC2=CC=CC(=N2)C2=C(C=C(CC3=NC4=C(N3C[C@H]3OCCC3)C=C(C=C4)C(=O)OC)C=C2)F)C=C1)F